C(C)(=O)N1CCC(CC1)COC1=CC(=C(C(=O)OC)C(=C1)F)NCC1=C(C=C(C=C1)OC)OC methyl 4-((1-acetylpiperidin-4-yl) methoxy)-2-((2,4-dimethoxybenzyl) amino)-6-fluorobenzoate